N,N'-(1,4-phenylene)bis(1-(benzyloxy)-6-oxo-1,6-dihydropyridine-2-carboxamide) C1(=CC=C(C=C1)NC(=O)C=1N(C(C=CC1)=O)OCC1=CC=CC=C1)NC(=O)C=1N(C(C=CC1)=O)OCC1=CC=CC=C1